CN(C1CN(CC1)C1=C(C=NC=2NC3=C(C=C(C(=C3C21)F)F)NCC)C=2C=C1C(C(=CN(C1=NC2)C)C(=O)O)=O)C 6-(4-(3-(dimethylamino)pyrrolidin-1-yl)-8-(ethylamino)-5,6-difluoro-9H-pyrido[2,3-b]indol-3-yl)-1-methyl-4-oxo-1,4-dihydro-1,8-naphthyridine-3-carboxylic acid